The molecule is a bile acid anion and a cholanic acid anion. It has a role as a human metabolite. It is a conjugate base of a deoxycholic acid. C[C@H](CCC(=O)[O-])[C@H]1CC[C@@H]2[C@@]1([C@H](C[C@H]3[C@H]2CC[C@H]4[C@@]3(CC[C@H](C4)O)C)O)C